BrC=1C=C(C(=NC1)CNC(C1=C(N=CC=C1Cl)Cl)=O)Cl N-((5-Bromo-3-chloropyridin-2-yl)-methyl)-2,4-dichloro-nicotinamide